1'-[2-(4-{6-methanesulfonyl-2-oxaspiro[3.3]heptan-6-yl}phenoxy)ethyl]-2-oxo-1,2-dihydrospiro[indole-3,4'-piperidine]-5-carbonitrile CS(=O)(=O)C1(CC2(COC2)C1)C1=CC=C(OCCN2CCC3(CC2)C(NC2=CC=C(C=C23)C#N)=O)C=C1